(1R,3S)-3-(3-{[(3-chloro-5-methylpyridin-2-yl)acetyl]amino}-1H-pyrazol-5-yl)cyclopentyl(1-methylcyclopropyl)carbamate ClC=1C(=NC=C(C1)C)CC(=O)NC1=NNC(=C1)[C@@H]1C[C@@H](CC1)N(C([O-])=O)C1(CC1)C